(2-(5-(trifluoromethyl)pyrimidin-2-yl)-5,6-dihydroimidazo[1,2-a]pyrazin-7(8H)-yl)prop-2-en-1-one FC(C=1C=NC(=NC1)C=1N=C2N(CCN(C2)C(C=C)=O)C1)(F)F